1,3-diethyl-5-((2-isooctyloxy)benzylidene)-2-thiobarbituric acid C(C)N1C(=S)N(C(=O)C(C1=O)=C(C1=CC=CC=C1)OC(C)CCCC(C)C)CC